(S)-2-(5-Methylcyclohexa-2,4-dienyl)-propan-2-ol CC1=CC=C[C@H](C1)C(C)(C)O